1-(4-((4-amino-5-(4-(3-chlorophenoxy)-phenyl)-7-isopropyl-7H-pyrrolo[2,3-d]pyrimidin-6-yl)eth-ynyl)piperidin-1-yl)-prop-2-en-1-one NC=1C2=C(N=CN1)N(C(=C2C2=CC=C(C=C2)OC2=CC(=CC=C2)Cl)C#CC2CCN(CC2)C(C=C)=O)C(C)C